2-((2r,3r,4as,6s,7r,8as)-3-(benzyloxy)-6-(2,2-dimethoxyethyl)-7-((4-methoxybenzyl)oxy)-8-methyl-octahydropyrano[3,2-b]pyran-2-yl)ethanol C(C1=CC=CC=C1)O[C@@H]1C[C@H]2[C@@H](O[C@@H]1CCO)C([C@H]([C@@H](O2)CC(OC)OC)OCC2=CC=C(C=C2)OC)C